ON=C(N)C1=NC=C(C=C1)C(F)(F)F N'-hydroxy-5-(trifluoromethyl)pyridinecarboxamidine